BrC1=CC(=C(C2=C1OC(O2)(C)C2CCN(CC2)C(=O)OC(C)(C)C)C)C(=O)OC tert-butyl 4-(7-bromo-5-(methoxycarbonyl)-2,4-dimethylbenzo[d][1,3]dioxol-2-yl)piperidine-1-carboxylate